C(OC1=CC=CC2=CC=3C(N=C12)=C1C=CC=CN1C3)(OCC3=CC=C(C=C3)OC=CC[Se]C3=CC=C(C=C3)OC(F)(F)F)=O indolizino[1,2-b]quinolin-4-yl (4-((3-(p-trifluoromethoxyphenyl seleno) prop-1-en-1-yl) oxy) benzyl) carbonate